2-(3,4-Difluoro-phenyl)-N-(2-methoxy-6-methyl-4-morpholin-4-yl-phenyl)-acetamide FC=1C=C(C=CC1F)CC(=O)NC1=C(C=C(C=C1C)N1CCOCC1)OC